2-(3-(6-([1,1'-biphenyl]-4-yl)-7-chloro-2-oxo-1,2-dihydroquinolin-3-yl)phenyl)acetic acid ethyl ester C(C)OC(CC1=CC(=CC=C1)C=1C(NC2=CC(=C(C=C2C1)C1=CC=C(C=C1)C1=CC=CC=C1)Cl)=O)=O